trimesic acid tri(t-butyl amide) C(C)(C)(C)NC(C1=CC(C(=O)NC(C)(C)C)=CC(C(=O)NC(C)(C)C)=C1)=O